ClC=1C=C(C=C(C1O)Cl)C1=CC(=C(C(=C1)Cl)O)Cl 3,3',5,5'-tetrachloro-4,4'-biphenyldiol